7-methoxy-5-methylbenzo[b]thiophen COC1=CC(=CC2=C1SC=C2)C